1-(4-ethoxyphenoxy)-3,5-difluorobenzene C(C)OC1=CC=C(OC2=CC(=CC(=C2)F)F)C=C1